N3-(tert-Butyl)-9H-pyrido[3,4-b]indole-1,3-dicarboxamide C(C)(C)(C)NC(=O)C1=CC2=C(NC3=CC=CC=C23)C(=N1)C(=O)N